CC1=CC=C2C(=CNC2=C1)C1=NC=NC=C1 4-(6-methyl-1H-indol-3-yl)pyrimidin